5-hydroxy-2-phenyl-7-(p-tolyl)-chromen-4-one OC1=C2C(C=C(OC2=CC(=C1)C1=CC=C(C=C1)C)C1=CC=CC=C1)=O